CN(P(C1=C(C=CC=C1)OC(F)(F)F)C1=CC=C(C=C1)[Si](CCCC)(CCCC)CCCC)P(C1=C(C=CC=C1)OC(F)(F)F)C1=CC=C(C=C1)[Si](CCCC)(CCCC)CCCC N-methyl-1-(4-(tributylsilyl)phenyl)-N-((4-(tributylsilyl)phenyl)(2-(trifluoromethoxy)phenyl)phosphaneyl)-1-(2-(trifluoromethoxy)phenyl)phosphanamine